4-chloro-N-(1-(1-(3-chlorobenzoyl)-4,4-difluoro-1,2,3,4-tetrahydroquinolin-6-yl)ethyl)benzamide ClC1=CC=C(C(=O)NC(C)C=2C=C3C(CCN(C3=CC2)C(C2=CC(=CC=C2)Cl)=O)(F)F)C=C1